N-(6-(4-Amino-2H-1,2,3-triazol-2-yl)-5-chloropyridin-3-yl)-1-(1-oxo-1,2-dihydroisochinolin-5-yl)-5-(trifluoromethyl)-1H-pyrazol-4-carboxamid NC1=NN(N=C1)C1=C(C=C(C=N1)NC(=O)C=1C=NN(C1C(F)(F)F)C1=C2C=CNC(C2=CC=C1)=O)Cl